OCCOC1=C(C=C(C=C1C)C1=NC2=CC(=CC(=C2C=N1)OC)OC)C 2-[4-(2-hydroxyethoxy)-3,5-dimethylphenyl]-5,7-dimethoxyquinazoline